stigmast-7,24(28)-dien-3-ol CC=C(CC[C@@H](C)[C@H]1CC[C@H]2C3=CCC4CC(CC[C@]4(C)[C@H]3CC[C@]12C)O)C(C)C